COC1=C(C=CC=C1)C(C(=O)O)C 2-(2-methoxyphenyl)propionic acid